COC1=CC2=C(N=C(N=C2S)C)C=N1 6-methoxy-2-methylpyrido[3,4-d]pyrimidine-4-thiol